FC=1C=C(C=CC1F)NC(=O)NCC1=CC(=NC=C1)OCF 1-(3,4-difluorophenyl)-3-[[2-(fluoromethoxy)pyridin-4-yl]methyl]urea